C(C1=CC=CC=C1)NC1=NC(=NN2C1=CC=C2)N2C(=CC1=C(C=CC=C21)NNS(=O)=O)C N-{1-[4-(benzylamino)pyrrolo[2,1-f][1,2,4]triazin-2-yl]-2-methyl-1H-indol-4-yl}aminosulfonamide